Methyl (S)-(7-((1-((tert-butyldiphenylsilyl)oxy)hexan-3-yl)amino)-1-(4-(hydroxymethyl)-2-methoxybenzyl)-3-methyl-1H-pyrazolo[4,3-d]pyrimidin-5-yl)carbamate [Si](C1=CC=CC=C1)(C1=CC=CC=C1)(C(C)(C)C)OCC[C@H](CCC)NC=1C2=C(N=C(N1)NC(OC)=O)C(=NN2CC2=C(C=C(C=C2)CO)OC)C